CCC(=O)O[C@H]1[C@H](C[C@@H]2[C@@]1(CC[C@H]3[C@H]2CCC4=CC(=O)CC[C@]34C)C)F The molecule is a steroid ester that is androst-4-en-17beta-yl propanoate substituted by an oxo group at position 3 and a fluoro group at position 17. It is a steroid ester, a 3-oxo-Delta(4) steroid and a fluorinated steroid. It derives from a testosterone.